C(=O)(O)CN1C=C(C[C@H](N)C(=O)O)C2=CC=CC=C12 1-(carboxymethyl)-L-tryptophan